N-acetyl-4-fluoro-DL-phenylalanine C(C)(=O)N[C@@H](CC1=CC=C(C=C1)F)C(=O)O |r|